(8-ethynyl-3-hydroxy-naphthalen-1-yl)(4-(2-methylazepan-1-yl)-2-((1-(morpholinomethyl)cyclopropyl)methoxy)-5,7-dihydro-6H-pyrrolo[3,4-d]pyrimidin-6-yl)methanone C(#C)C=1C=CC=C2C=C(C=C(C12)C(=O)N1CC=2N=C(N=C(C2C1)N1C(CCCCC1)C)OCC1(CC1)CN1CCOCC1)O